1-(4-penten-1-yl)-1H-indole C(CCC=C)N1C=CC2=CC=CC=C12